BrC=1C=NC=CC1C[C@]1(C[C@@H](N(C1)C(=O)OC(C)(C)C)C)O tert-Butyl (2S,4R)-4-((3-bromopyridin-4-yl)methyl)-4-hydroxy-2-methylpyrrolidine-1-carboxylate